OC1=C(/C=C/C=2C=C(C=C(C2)O)O)C(=CC=C1)O[Si](CC)(CC)CC (E)-5-(2-hydroxy-6-(triethylsiloxy)styryl)-1,3-benzenediol